N1(C=NC2=C1C=CC=C2)C2=C1C=CC(=CC1=CC=C2OC)CCC(C)=O 4-(5-(1H-benzimidazol-1-yl)-6-methoxynaphthalen-2-yl)butan-2-one